tert-butyl 3-(2-oxo-4-prop-2-enoyl-piperazin-1-yl)pyrrolidine-1-carboxylate O=C1N(CCN(C1)C(C=C)=O)C1CN(CC1)C(=O)OC(C)(C)C